6-(dibutylamino)-1,8-diazabicyclo[5.4.0]undecen C(CCC)N(C1CCC=CN2CCCNC12)CCCC